CC1=CNC2=NC=C(C=C21)C(=O)OC methyl 3-methyl-1H-pyrrolo[2,3-b]pyridine-5-carboxylate